C1(CC2C(CC1)O2)CC[SiH2]O[SiH](C)C [2-(3,4-epoxycyclohexyl)ethyl]dimethylsiloxysilane